2-(5-chloro-4-cyclobutyl-2-methylphenyl)-4-oxo-1,4-dihydro-1,6-naphthyridine-5-carboxamide ClC=1C(=CC(=C(C1)C=1NC=2C=CN=C(C2C(C1)=O)C(=O)N)C)C1CCC1